2-chloro-4-fluoro-3-methyl-5-nitro-benzoyl chloride ClC1=C(C(=O)Cl)C=C(C(=C1C)F)[N+](=O)[O-]